N1CCC(=CC1)C=1C=CC=C(C1)O 5-(1,2,3,6-tetrahydropyridin-4-yl)phenol